N-{[4-(1-propyl-1H-pyrazole-4-sulfonyl)phenyl]methyl}-1H-pyrrolo[3,2-c]pyridine-2-carboxamide C(CC)N1N=CC(=C1)S(=O)(=O)C1=CC=C(C=C1)CNC(=O)C1=CC=2C=NC=CC2N1